N[C@@H]1[C@H](COC2=CC=CC=C12)N1C[C@@H](CC1)C#N (R)-1-((3R,4S)-4-aminochroman-3-yl)pyrrolidine-3-carbonitrile